C(CCCCCCCCC)C1=C(C=CC=C1)OC(NC1CC(CC(C1)(C)C)(C)CNC(=O)OC1=C(C=CC=C1)CCCCCCCCCC)=O 3-((decylphenoxy)carbonylamino-methyl)-3,5,5-trimethylcyclohexyl-carbamic acid (decylphenyl) ester